C(C)(=O)OC(C)C isopropyl 1-acetate